2-((4-chlorophenyl)amino)-1,2-diphenyl-ethanone ClC1=CC=C(C=C1)NC(C(=O)C1=CC=CC=C1)C1=CC=CC=C1